(3S)-5-(4-chlorophenyl)-3-ethyl-6,7-dimethyl-1,3-dihydrothieno[2,3-e][1,4]diazepin-2-one ClC1=CC=C(C=C1)C=1C2=C(NC([C@@H](N1)CC)=O)SC(=C2C)C